C(=C)C1=CC=C2C(=N1)N=CO2 5-vinyloxazolo[4,5-b]pyridine